(2S,3R,4R,5S)-2-(hydroxymethyl)-1-((1-(pyridin-3-yl)piperidin-4-yl)methyl)piperidine-3,4,5-triol OC[C@@H]1N(C[C@@H]([C@H]([C@@H]1O)O)O)CC1CCN(CC1)C=1C=NC=CC1